3,5'-difluoro-2'-(3-(4-(1-methyl-4-(trifluoromethyl)-1H-imidazol-2-yl)phenyl)-1,2,4-oxadiazol-5-yl)-[1,1'-biphenyl]-2-carbonitrile FC1=C(C(=CC=C1)C1=C(C=CC(=C1)F)C1=NC(=NO1)C1=CC=C(C=C1)C=1N(C=C(N1)C(F)(F)F)C)C#N